C(C1=CC=CC=C1)OC1CC(C1)OC1=C2C(=NC(=C1)Cl)C1(OCC2)COCC1 4'-((1r,3r)-3-(benzyloxy)cyclobutanyloxy)-2'-chloro-4,5,5',6'-tetrahydro-2H-spiro[furan-3,8'-pyrano[3,4-b]pyridine]